4-(3-bromo-5-(3-methoxyazetidin-1-yl)phenyl)-2-methyl-2H-1,2,3-triazole BrC=1C=C(C=C(C1)N1CC(C1)OC)C1=NN(N=C1)C